CN1CCN(CC1)C=1C=CC2=C(NC(=N2)C2=NNC3=NC=C(C=C32)[N+](=O)[O-])C1 3-(6-(4-methylpiperazin-1-yl)-1H-benzimidazol-2-yl)-5-nitropyrazolo[3,4-b]pyridine